FC1(CC[C@@H](N(C1)CC1=NC(=CC=C1C)NC1=NC=CC(=C1)OC(F)(F)F)CNC(C)=O)F (R)-N-((5,5-difluoro-1-((3-methyl-6-((4-(trifluoromethoxy)pyridin-2-yl)amino)pyridin-2-yl)methyl)piperidin-2-yl)methyl)acetamide